O=C1N(CCC(N1)=O)C1=NN(C2=CC(=C(C=C12)F)N1CCC(CC1)(O)CC(=O)O)C 2-[1-[3-(2,4-dioxohexahydropyrimidin-1-yl)-5-fluoro-1-methyl-indazol-6-yl]-4-hydroxy-4-piperidyl]acetic acid